C(C=C)(=O)NC=1C(=CC(=C(C1)NC1=NC=C(C(=N1)N1CC(C2=NC(=CC=C21)C#N)(C)C)C(=O)OC(C)C)OC)N(C)CCN(C)C isopropyl 2-((5-acrylamido-4-((2-(dimethylamino)ethyl)(methyl)amino)-2-methoxyphenyl)amino)-4-(5-cyano-3,3-dimethyl-2,3-dihydro-1H-pyrrolo[3,2-b]pyridin-1-yl)pyrimidine-5-carboxylate